C1(CC1)CC1=C(C(=C2C(=N1)CCC2)NC(=O)N=[S@](=O)(N)C=2SC=C(C2)C(C)(C)O)C (R)-N'-((2-(cyclopropylmethyl)-3-methyl-6,7-dihydro-5H-cyclopenta[b]pyridin-4-yl)carbamoyl)-4-(2-hydroxypropan-2-yl)thiophene-2-sulfonimidamide